2-(4-(aminomethyl)-3,5-dimethylphenyl)-N-(3-(piperidin-1-yl)propyl)benzo[d]imidazo[2,1-b]thiazole-7-carboxamide NCC1=C(C=C(C=C1C)C=1N=C2SC3=C(N2C1)C=CC(=C3)C(=O)NCCCN3CCCCC3)C